C(C)(C)(C)N(C(O)=O)C[C@H](C[C@H](CN)N(C(O)=O)C(C)(C)C)F.C(C)(C)(C)N(C(O)=O)C[C@H](C[C@H](CN)N(C(O)=O)C(C)(C)C)F (di-tert-butyl ((2S,4R)-5-amino-2-fluoropentane-1,4-diyl)dicarbamate) di-tert-butyl-((2S,4R)-5-amino-2-fluoropentane-1,4-diyl)dicarbamate